BrC1=CC=C(C=C1)N1C(CN(CC1)C(=O)OC(C)(C)C)C(F)F tert-butyl 4-(4-bromophenyl)-3-(difluoromethyl)piperazine-1-carboxylate